C(C1=CC=CC=C1)=[Ru](=C1N(C=CN1C(C)C)C(C)C)(=C1N(C=CN1C(C)C)C(C)C)(Cl)Cl benzylidenebis(1,3-diisopropyl-4-imidazolin-2-ylidene)ruthenium dichloride